BrC1=C2C(=CN(C2=CC=C1)CC1=NC=CC=C1)\C=C/1\C(NC(S1)=O)=O (Z)-5-((4-bromo-1-(pyridin-2-ylmethyl)-1H-indol-3-yl)methylene)thiazolidine-2,4-dione